FC(C1=CC(=NO1)C1CCNCCO1)(F)F 7-(5-(trifluoromethyl)isoxazol-3-yl)-1,4-oxazepane